OCCNCCN β-hydroxyethyl-ethylenediamine